(R)-8-(2-cyclohexyl-4-methylthiazol-5-yl)-9-oxooctahydro-2H-pyrazino[1,2-a]pyrazine-2-carbonitrile C1(CCCCC1)C=1SC(=C(N1)C)N1C([C@@H]2N(CCN(C2)C#N)CC1)=O